1-(benzyloxy)-4-bromo-2-(fluoromethyl)-benzene C(C1=CC=CC=C1)OC1=C(C=C(C=C1)Br)CF